S(C)(=O)(=O)OCC1=C(C=CC(=C1)F)O[C@H](CNC(=O)OC(C)(C)C)C (S)-2-((1-((tert-butoxycarbonyl) amino) propan-2-yl) oxy)-5-fluorobenzyl mesylate